(3R)-3-amino-8-fluoro-1,1-diketo-5-[4-[5-(trifluoromethyl)-1,2,4-oxadiazol-3-yl]benzyl]-7-[5-(trifluoromethyl)-3-pyridinyl]-2,3-dihydro-1λ6,5-benzothiazepine-4-One N[C@H]1CS(C2=C(N(C1=O)CC1=CC=C(C=C1)C1=NOC(=N1)C(F)(F)F)C=C(C(=C2)F)C=2C=NC=C(C2)C(F)(F)F)(=O)=O